Cl.N[C@H](C(=O)O)COC (2S)-2-amino-3-methoxypropanoic acid hydrochloride